CC(=N)C1=C(CC(CC1=O)(C)C)O N-1-(4,4-dimethyl-2,6-dioxocyclohex-1-ylidene)ethylamine